C(CC#C)C1OCCO1 2-(but-3-yn-1-yl)-1,3-dioxolan